ONC(CCCCCCN1C(C2=C(C3=CC=CC=C13)C(C=1C=C(C=CC12)OC)=O)=O)=O N-hydroxy-7-(9-methoxy-6,11-dioxoindeno[1,2-c]quinolin-5-yl)heptanamide